3-(5-((3-((4'-chloro-5,5-dimethyl-3,4,5,6-tetrahydro-[1,1'-biphenyl]-2-yl)methyl)-2-oxoimidazolidin-1-yl)methyl)-6-fluoro-1-oxoisoindolin-2-yl)piperidine-2,6-dione ClC1=CC=C(C=C1)C1=C(CCC(C1)(C)C)CN1C(N(CC1)CC=1C=C2CN(C(C2=CC1F)=O)C1C(NC(CC1)=O)=O)=O